NCC(=O)N[C@@H](CCSC)C(=O)O Glycyl-L-Methionine